O=C1NC(CCC1N1C(C2=CC=CC(=C2C1=O)NC1CCC=2N(N=CC21)C2CCN(CC2)C(=O)C2(CCC2)C)=O)=O 2-(2,6-dioxopiperidin-3-yl)-4-((1-(1-(1-methylcyclobutane-1-carbonyl)piperidin-4-yl)-1,4,5,6-tetrahydrocyclopenta[c]pyrazol-4-yl)amino)isoindoline-1,3-dione